6-methoxy-pyrimidine-4-carbaldehyde COC1=CC(=NC=N1)C=O